N-(6-bromo-4-chloro-1-cyclobutyl-1H-indol-2-yl)-3,3-dimethylbutyramide BrC1=CC(=C2C=C(N(C2=C1)C1CCC1)NC(CC(C)(C)C)=O)Cl